C(C)(C)(C)OC(=O)N1CCCCC1.CCC=O (3-propanal) tert-Butyl-piperidine-1-carboxylate